cyanostatine C(#N)N[C@@H](CC(C)C)[C@@H](O)CC(O)=O